1-(2-((tetrahydro-2H-pyran-4-yl)oxy)-6-vinylphenyl)pyrrolidin-2-one O1CCC(CC1)OC1=C(C(=CC=C1)C=C)N1C(CCC1)=O